NC1(C=C(C(C=C1)=C1C(=CC(N)(C=C1)N)OC(F)(F)F)OC(F)(F)F)N 4,4'-diamino-2,2'-bis(trifluoromethoxy)benzidine